(S)-N-(5-(2-amino-[1,2,4]triazolo[1,5-a]pyridin-7-yl)-2-methylpyridin-3-yl)-3-phenylisooxazolidine-2-carboxamide NC1=NN2C(C=C(C=C2)C=2C=C(C(=NC2)C)NC(=O)N2OCC[C@H]2C2=CC=CC=C2)=N1